C(C)(C)C1=C(NC2=CC=C(C=C12)C1CCNCC1)C1=CC=NC2=CC=CN=C12 4-(3-isopropyl-5-(piperidin-4-yl)-1H-indol-2-yl)-1,5-naphthyridine